C(C)N1C(CC2=C(C(=CC=C12)C)C1=C(C=C(C=O)C=C1OC)OC)=O 4-(1-Ethyl-5-methyl-2-oxoindolin-4-yl)-3,5-dimethoxybenzaldehyde